C(C)O[Si](CCCCCCCC)(OCC)OCC Triethoxy(octyl)silane